[N+](#[C-])C1=C(C(=C(C(=C1F)F)C1=C(C(=C(C(=C1F)F)F)F)F)F)F 4-ISOCYANO-NONAFLUOROBIPHENYL